2-(4-((1-(3-(aminomethyl)benzoyl)indolin-5-yl)sulfonyl)piperazin-1-yl)-6-methylpyrimidine-4-carbonitrile NCC=1C=C(C(=O)N2CCC3=CC(=CC=C23)S(=O)(=O)N2CCN(CC2)C2=NC(=CC(=N2)C#N)C)C=CC1